5-(6-((E)-((1R,5S)-9-azabicyclo[3.3.1]nonan-3-ylidene)methyl)pyridazin-3-yl)-2-(1H-imidazol-1-yl)pyridin-4-ol [C@H]12CC(C[C@H](CCC1)N2)=CC2=CC=C(N=N2)C=2C(=CC(=NC2)N2C=NC=C2)O